C(C)OC(=O)C=1C(=NN2C1C=CC=C2Br)C2=C(C=CC=C2)F.FC2=C(C=CC=C2)C2=NN1C(C=CC=C1C(NC1CC3=CC=CC=C3C1)=O)=C2C(=O)OCC ethyl 2-(2-fluorophenyl)-7-(indan-2-ylcarbamoyl)pyrazolo[1,5-a]pyridine-3-carboxylate Ethyl-7-bromo-2-(2-fluorophenyl)pyrazolo[1,5-a]pyridine-3-carboxylate